C(C)(C)OC(CCCCCCC)=O Isopropyl-n-octanoat